C(C)(C)(C)C1=CC=C(C(=O)NC=2C=C3C(=NC(=NC3=CC2)C2=CC=CC3=CC=CC=C23)NC=2C=C3CCCC3=CC2)C=C1 4-(tert-butyl)-N-(4-((2,3-dihydro-1H-inden-5-yl)amino)-2-(naphthalen-1-yl)quinazolin-6-yl)benzamide